C[C@@H]1CN(C[C@@H](O1)CN1CC2(C1)OCC1=CC(=CC=C12)N1CC2(C1)OCCNC2)C=2C=1N(C(=CC2)C#N)N=CC1 4-[(2R,6S)-2-methyl-6-[[6-(5-oxa-2,8-diazaspiro[3.5]nonan-2-yl)spiro[1H-isobenzofuran-3,3'-azetidine]-1'-yl]methyl]morpholin-4-yl]pyrazolo[1,5-a]pyridine-7-carbonitrile